ClC=1C=NC(=C(C(=O)NC2CCC(CC2)CN2C(N(C3=C2C=CC=C3)C=3C=NC(=CC3)C3=NN(C=C3)C)=O)C1)C(F)F 5-chloro-2-(difluoromethyl)-N-((1r,4r)-4-((3-(6-(1-methyl-1H-pyrazol-3-yl)pyridin-3-yl)-2-oxo-2,3-dihydro-1H-benzo[d]imidazol-1-yl)methyl)cyclohexyl)nicotinamide